(R)-N-(3-(2-((2-((dimethylamino)methyl)pyridin-4-yl)amino)-5-fluoropyrimidin-4-yl)-1H-indol-7-yl)-3-methoxy-2-(4-methylpiperazin-1-yl)propanamide CN(C)CC1=NC=CC(=C1)NC1=NC=C(C(=N1)C1=CNC2=C(C=CC=C12)NC([C@@H](COC)N1CCN(CC1)C)=O)F